FC(C(=C)OB(O)O)(F)F 1-trifluoromethyl-vinyl-boric acid